Methyl (S)-2-(azetidine-3-carboxamido)-4-(methyl(4-(5,6,7,8-tetrahydro-1,8-naphthyridin-2-yl)butyl)amino)butanoate N1CC(C1)C(=O)N[C@H](C(=O)OC)CCN(CCCCC1=NC=2NCCCC2C=C1)C